methyl-4-(piperazin-1-yl)benzamide CC1=C(C(=O)N)C=CC(=C1)N1CCNCC1